NC1=NC=NN2C1=CC=C2C2=C[C@H](N(C2)C(=O)OC(C)(C)C)C(NCC2=C(C=CC(=C2)OC(F)(F)F)F)=O tert-butyl (S)-4-(4-aminopyrrolo[2,1-f][1,2,4]triazin-7-yl)-2-((2-fluoro-5-(trifluoromethoxy)benzyl)carbamoyl)-2,5-dihydro-1H-pyrrole-1-carboxylate